tert-butyl 2-(5-(2-(diisopropylcarbamoyl)-4-fluorophenoxy) pyrimidin-4-yl)-2,7-diazaspiro[3.5]nonane-7-carboxylate C(C)(C)N(C(=O)C1=C(OC=2C(=NC=NC2)N2CC3(C2)CCN(CC3)C(=O)OC(C)(C)C)C=CC(=C1)F)C(C)C